C(C)(C)(C)OC(=O)N1CC(C1)CN1[N+](=C2C=CC=CC2=C1)C 2-((1-(tert-butoxycarbonyl)-azetidin-3-yl)methyl)-1-methyl-2H-indazol-1-ium